C1CC(CCC1)C(N)N 3-cyclohexyl-methanediamine